FC(F)(F)C=1N=CC2=C(N1)C(C=1C=CC=CC12)O (Trifluoromethyl)-9H-indeno[2,1-d]pyrimidin-9-ol